2-[[4-[6-[[4-[2-(1-acetylazetidin-3-yl)ethynyl]-2-fluoro-phenyl]methoxy]-2-pyridyl]-2,5-difluoro-phenyl]methyl]-3-(2-methoxyethyl)benzimidazole-5-carboxylic acid C(C)(=O)N1CC(C1)C#CC1=CC(=C(C=C1)COC1=CC=CC(=N1)C1=CC(=C(C=C1F)CC=1N(C2=C(N1)C=CC(=C2)C(=O)O)CCOC)F)F